N-acetyl-2-(ethanesulfonyl)-N-[2-(methoxycarbonyl)-4-(trifluoromethoxy)phenyl]-4-(trifluoromethyl)benzamide C(C)(=O)N(C(C1=C(C=C(C=C1)C(F)(F)F)S(=O)(=O)CC)=O)C1=C(C=C(C=C1)OC(F)(F)F)C(=O)OC